(7H-pyrrolo[2,3-d]pyrimidin-4-yl)acetic acid ethyl ester C(C)OC(CC=1C2=C(N=CN1)NC=C2)=O